ClC1=CNC2=NC=CC(=C21)OC2=CC(=C(C=C2)NC(=O)NC2=CC(=C(C=C2)CN2CCN(C1(CC1)C2)C)C(F)(F)F)F 1-(4-((3-CHLORO-1H-PYRROLO[2,3-B]PYRIDIN-4-YL)OXY)-2-FLUOROPHENYL)-3-(4-((4-METHYL-4,7-DIAZASPIRO[2.5]OCTAN-7-YL)METHYL)-3-(TRIFLUOROMETHYL)PHENYL)UREA